monophospho-3-deoxy-8-O-methyl-D-glycero-D-galacto-nonulosonic acid P(=O)(O)(O)O[C@@H](CC(C(=O)O)=O)[C@@H](O)[C@@H](O)[C@H](O)[C@H](OC)CO